(2R)-N-((R or S)-(3-chloro-4-fluorophenyl)(6-(difluoromethoxy)pyridin-3-yl)methyl)-2-methyl-3-oxopiperazine-1-carboxamide ClC=1C=C(C=CC1F)[C@@H](NC(=O)N1[C@@H](C(NCC1)=O)C)C=1C=NC(=CC1)OC(F)F |o1:8|